N[C@H](C)C1=CC=C(C#N)C=C1 (R)-4-(1-aminoethyl)benzonitrile